C(C)(C)(C)OC(=O)N1CCC(CC1)CN1CCC2(CC1)CCC(CC2)N2N=C1C=C(C(=CC1=C2)NC(C2=NC(=CC=C2)C(F)(F)F)=O)OC 4-((9-(6-methoxy-5-(6-(trifluoromethyl)picolinamido)-2H-indazol-2-yl)-3-azaspiro[5.5]undecan-3-yl)methyl)piperidine-1-carboxylic acid tert-butyl ester